O=C(CCCCCCCCC(=O)OCC(CCCCCC)CCCC)CCCCCCCCC(=O)OCC(CCCCCC)CCCC bis(2-butyloctyl) 10-oxononadecanedioate